(E)-1-(3-fluorophenyl)-3-(4-(3-oxo-3-(6-oxo-3,6-dihydropyridin-1(2H)-yl)prop-1-en-1-yl)phenyl)urea FC=1C=C(C=CC1)NC(=O)NC1=CC=C(C=C1)\C=C\C(N1CCC=CC1=O)=O